Cl.BrC=1C=C(C=CC1)NC(=N)NC(=N)N 3-bromophenylbiguanide hydrochloride